2-(azidomethyl)-5-methoxyimidazo[1,2-a]pyridine N(=[N+]=[N-])CC=1N=C2N(C(=CC=C2)OC)C1